lithium nickel cobalt aluminum manganese [Mn].[Al].[Co].[Ni].[Li]